NC1=NC(N(C=C1)C1=CC=C(C=C1)C[C@H](C(=O)OC)NC(=O)OC(C)(C)C)=O methyl (R)-3-(4-(4-amino-2-oxopyrimidin-1(2H)-yl)phenyl)-2-((tert-butoxycarbonyl)amino)propanoate